CO[C@@]1(COCC1)C1=CC=C(C=C1)B1OC(C(O1)(C)C)(C)C |o1:2| (R or S)-2-(4-(3-methoxytetrahydrofuran-3-yl)phenyl)-4,4,5,5-tetramethyl-1,3,2-dioxaborolane